ethyl 4-[(3R,5R)-1-cyclopropyl-5-(pyridine-2-carbonylamino)-3-piperidyl]benzoate C1(CC1)N1C[C@H](C[C@H](C1)NC(=O)C1=NC=CC=C1)C1=CC=C(C(=O)OCC)C=C1